(E)-4-(3-(1-(3-nitro-1H-indol-1-yl)cyclopropyl)acryloyl)benzonitrile [N+](=O)([O-])C1=CN(C2=CC=CC=C12)C1(CC1)/C=C/C(=O)C1=CC=C(C#N)C=C1